OC1=C(C(/C=C/C2=CC=C(C=C2)OC)=O)C(=C(C(=C1OC)OC)O)OC 2',5'-dihydroxy-4,3',4',6'-tetramethoxychalcone